O1CCNCC2=C1C=CN=C2 4,5-dihydro-2H-pyrido[3,4-f][1,4]oxaazepine